2-methylaminoadenine CNC1=NC(=C2NC=NC2=N1)N